CN(C)CC=1NC2=CC=CC=C2C1[C@H]1NC(C=2C=C3C=NNC3=CC21)=O (7S)-7-{2-[(dimethylamino)methyl]-1H-indol-3-yl}-1H,5H,6H,7H-pyrrolo[3,4-f]indazol-5-one